C(C)(C)N1N=CC=C1C(=O)N[C@H](C(NC1=NC=CC(=C1)[C@@H](C)N1C(N[C@@H](C1)C(F)(F)F)=O)=O)C1CCC(CC1)C 1-isopropyl-N-((S)-1-((1r,4S)-4-methylcyclohexyl)-2-oxo-2-((4-((R)-1-((S)-2-oxo-4-(trifluoromethyl)imidazolidin-1-yl)ethyl)pyridin-2-yl)amino)ethyl)-1H-pyrazole-5-carboxamide